N-methyl-1-(3,4-methylenedioxyphenyl)-2-butanamine CNC(CC1=CC2=C(C=C1)OCO2)CC